N-(3-aminopropyl)-3-((2-bromophenyl)amino)quinoxaline-2-carboxamide NCCCNC(=O)C1=NC2=CC=CC=C2N=C1NC1=C(C=CC=C1)Br